(R)-1-(benzyloxy)-4-(sec-butyl)benzene C(C1=CC=CC=C1)OC1=CC=C(C=C1)[C@H](C)CC